C(C)OC1=NC=CC=C1CCNC(\C=C\C1=CNC2=C(C=CC=C12)OC)=O (E)-N-[2-(2-ethoxypyridin-3-yl)ethyl]-3-(7-methoxy-1H-indol-3-yl)prop-2-enamide